N-[2-(4-Methoxyphenyl)-2-phenyl-ethyl]-N-[2-(methylamino)-2-oxo-ethyl]prop-2-ynamide COC1=CC=C(C=C1)C(CN(C(C#C)=O)CC(=O)NC)C1=CC=CC=C1